4-(methylsulfonyl)pyridine-2-carbonitrile CS(=O)(=O)C1=CC(=NC=C1)C#N